1-(3,5-Bis(trifluoromethyl)phenyl)-2-(2-imino-5,6-dihydro-2H-cyclopenta[d]thiazol-3(4H)-yl)ethan-1-one hydrogen bromide Br.FC(C=1C=C(C=C(C1)C(F)(F)F)C(CN1C(SC2=C1CCC2)=N)=O)(F)F